O1C=C(C2=C1C=CC=C2)C=2C=C(SC2)C(CCC(=O)O)=O 4-(4-(benzofuran-3-yl)thiophen-2-yl)-4-oxobutyric acid